6-(2,7-dimethyl-2H-indazol-5-yl)-N-(2,6-dimethylpiperidin-4-yl)-N-methyl-1,3-benzothiazol-2-amine hydrochloride Cl.CN1N=C2C(=CC(=CC2=C1)C1=CC2=C(N=C(S2)N(C)C2CC(NC(C2)C)C)C=C1)C